C1(CC1)C1=NC=NN1 5-cyclopropyl-1,2,4-triazole